1-(6-{[4-ethyl-5-(4-fluorophenyl)-1-methyl-1H-pyrazol-3-yl]amino}pyrimidin-4-yl)-3,5-dimethyl-1H-pyrazole-4-carboxylic acid C(C)C=1C(=NN(C1C1=CC=C(C=C1)F)C)NC1=CC(=NC=N1)N1N=C(C(=C1C)C(=O)O)C